C(#N)C=1C(=NC(=CC1C(F)(F)F)C)N1[C@@](CCC1)(C(=O)OC)C methyl (S)-1-(3-cyano-6-methyl-4-(trifluoromethyl)pyridin-2-yl)-2-methylpyrrolidine-2-carboxylate